ClC1=NC(=NC(=N1)Cl)NC1=CC=C(C(=O)O)C=C1 4-(4,6-dichloro-1,3,5-triazin-2-yl)aminobenzoic acid